ClCC(=O)OC1CCCCC1 cyclohexanol chloroacetate